(1R,2S,3S,4R)-3-((2-chloro-7-formylpyrrolo[2,1-f][1,2,4]triazin-4-yl)amino)bicyclo[2.2.2]octane-2-carboxylic acid ethyl ester C(C)OC(=O)[C@H]1C2CCC([C@@H]1NC1=NC(=NN3C1=CC=C3C=O)Cl)CC2